CC=1OC(=CC(C1)=C(C#N)C#N)C 2,6-dimethyl-4-pyrylidenemalononitrile